(4-benzyloxy-6-chloro-2-methyl-3-pyridinyl)-N-methyl-acetamide C(C1=CC=CC=C1)OC1=C(C(=NC(=C1)Cl)C)CC(=O)NC